6-[5-[(1S)-1-[(6-chloro-8-iodo-quinazolin-4-yl)-methyl-amino]ethyl]-1,2,4-triazol-1-yl]pyrimidine-4-carboxamide ClC=1C=C2C(=NC=NC2=C(C1)I)N([C@@H](C)C1=NC=NN1C1=CC(=NC=N1)C(=O)N)C